FC=1C=C(C=C(C1)F)CC(=O)NC(C(=O)NC1N=C(C2=C(N(C1=O)C)C=CC=C2)C2=CC=CC=C2)C 2-[2-(3,5-difluorophenyl)-acetylamino]-N-(1-methyl-2-oxo-5-phenyl-2,3-dihydro-1H-benzo[e][1,4]Diazepin-3-yl)-propionamide